O=C1[C@@]2(C[C@@H]2CN1)C=O (1R,5S)-2-oxo-3-azabicyclo[3.1.0]hexane-1-carbaldehyde